(4-amino-7H-pyrrolo[2,3-d]pyrimidin-7-yl)(2,3,4,5-tetrafluoro-6-(methylsulfonyl)phenyl)methanone Nickel [Ni].NC=1C2=C(N=CN1)N(C=C2)C(=O)C2=C(C(=C(C(=C2S(=O)(=O)C)F)F)F)F